4-[2-[2-(dimethylamino)ethoxy]-7-(3-hydroxy-1-naphthyl)-6,8-dihydro-5H-pyrido[3,4-d]pyrimidin-4-yl]-N,N-dimethyl-piperazine-2-carboxamide CN(CCOC=1N=C(C2=C(N1)CN(CC2)C2=CC(=CC1=CC=CC=C21)O)N2CC(NCC2)C(=O)N(C)C)C